C12CNCC2C1[C@H](CNC(OC(C)(C)C)=O)NS(=O)C(C)(C)C tert-Butyl ((2R)-2-(exo-3-azabicyclo[3.1.0]hexan-6-yl)-2-((tert-butylsulfinyl)amino)ethyl)carbamate